(S)-1'-(6-amino-5-((3-chloro-2-(pyrrolidin-1-yl)pyridin-4-yl)thio)pyrazin-2-yl)-1,3-dihydrospiro[indene-2,4'-piperidin]-1-amine NC1=C(N=CC(=N1)N1CCC2(CC1)[C@@H](C1=CC=CC=C1C2)N)SC2=C(C(=NC=C2)N2CCCC2)Cl